(S)-β-amino-4-(2-naphthyl)-butyric acid N[C@H](CC(=O)O)CC1=CC2=CC=CC=C2C=C1